N-((1-(3-bromo-5-chloropyridin-2-yl)azetidin-3-yl)methyl)-2-chlorobenzoamide BrC=1C(=NC=C(C1)Cl)N1CC(C1)CNC(C1=C(C=CC=C1)Cl)=O